1-(6-fluoro-4-(4-fluorophenyl)-3,4-dihydroquinoxaline-1(2H)-yl)-3-morpholinopropan-1-one FC=1C=C2N(CCN(C2=CC1)C(CCN1CCOCC1)=O)C1=CC=C(C=C1)F